C(C)(C)(C)OC(=O)N1[C@H](CN(CC1)C1=NC=NC2=CC(=C3C(=C12)OCC=C3)OCC3=CC=CC=C3)CC#N.BrC3=C(C(=C(C(=C3)F)F)C)C(F)(F)F 1-bromo-4,5-difluoro-3-methyl-2-(trifluoromethyl)benzene tert-butyl-(S)-4-(5-(benzyloxy)-2H-pyrano[2,3-f]quinazolin-10-yl)-2-(cyanomethyl)piperazine-1-carboxylate